(3RS)-3-{2-[(1r,4r)-4-(hydroxymethyl)cyclohexanecarbonyl]-3,4-dihydro-1H-isoquinolin-6-yl}piperidine-2,6-dione OCC1CCC(CC1)C(=O)N1CC2=CC=C(C=C2CC1)[C@@H]1C(NC(CC1)=O)=O |r|